4-[4-(2-aminoethyl)phenyl]-3-[2-methyl-5-(2-methylpropyl)pyrazol-3-yl]oxybenzonitrile NCCC1=CC=C(C=C1)C1=C(C=C(C#N)C=C1)OC=1N(N=C(C1)CC(C)C)C